C(C)(C)(C)N(C(O)=O)[C@@H]1[C@H](C[C@H](CC1)C1=CC(=CC=C1)F)N(C)C.C(C)N(CC)C1=C(C(=C(C(=O)N2CCN(CC2)C(C2=C(C(=C(C=C2)N(CC)CC)O)C(C2=CC=CC=C2)=O)=O)C=C1)C(C1=CC=CC=C1)=O)O bis-(diethylaminohydroxybenzoyl-benzoyl)-piperazine tert-Butyl-((1S,2S,4S)-2-(dimethylamino)-4-(3-fluorophenyl)cyclohexyl)carbamate